ClC=1C=NC(=C2C(C=C(N(C12)C1=C(C=CC=C1Cl)Cl)CO)=O)OCC(CO)CO 8-chloro-1-(2,6-dichlorophenyl)-5-(3-hydroxy-2-(hydroxymethyl)propoxy)-2-(hydroxymethyl)-1,6-naphthyridin-4(1H)-one